COC1=C(CN2C(C=3C=CC=NC3CC2(C)C)=O)C=CC(=C1)OC 6-(2,4-Dimethoxybenzyl)-7,7-dimethyl-7,8-dihydro-1,6-naphthyridin-5(6H)-one